(2S,4R)-1-[(2S)-2-amino-3,3-dimethyl-butanoyl]-4-hydroxy-N-[[4-(4-methylthiazol-5-yl)phenyl]methyl]pyrrolidine-2-carboxamide hydrochloride Cl.N[C@H](C(=O)N1[C@@H](C[C@H](C1)O)C(=O)NCC1=CC=C(C=C1)C1=C(N=CS1)C)C(C)(C)C